ClC=1C(=CC(=C(C1)S(=O)(=O)NC=1SC=CN1)F)NC[C@]1(NC[C@H](C1)O)CC1=CC=C(C=C1)C#N 5-chloro-4-((((2S,4S)-2-(4-cyanobenzyl)-4-hydroxypyrrolidin-2-yl)methyl)amino)-2-fluoro-N-(thiazol-2-yl)benzenesulfonamide